OC1=C(C=C(C=C1)O)/C=C/C(=O)NC1=CC=C(C=C1)NC(C1=CC=C(C=C1)O)=O (E)-N-(4-(3-(2,5-dihydroxyphenyl)acrylamido)phenyl)-4-hydroxybenzoamide